FC1=C(CC2(CCCC2)CNC(=O)C=2NC(C=NC2)=O)C=CC(=C1)F N-((1-(2,4-difluorobenzyl)cyclopentyl)methyl)-6-oxo-1,6-dihydropyrazine-2-carboxamide